[Si](C)(C)(C(C)(C)C)OCC1=CC=C(C=C1)N1C(=NC=2C1=NC(=CC2)C2=NC=CC=C2OC)C=2C(=NC=CC2)N 3-(3-(4-(((Tert-butyldimethylsilyl)oxy)methyl)phenyl)-5-(3-methoxypyridin-2-yl)-3H-imidazo[4,5-b]pyridin-2-yl)pyridin-2-amine